7,7-dimethyl-2,3-dioxobicyclo[2.2.1]heptane-1-carboxylic acid-2-bromoethyl ester BrCCOC(=O)C12C(C(C(CC1)C2(C)C)=O)=O